ClC1=C(C#N)C=CC(=C1)N1CC2(CC1C)CCN(CC2)C2=CC=C(C=C2)C(=O)N2CCC(CC2)CN2CCN(CC2)C2=NC=CC(=C2)NC2C(NC(CC2)=O)=O 2-Chloro-4-(8-(4-(4-((4-(4-((2,6-dioxopiperidin-3-yl)amino)pyridin-2-yl)piperazin-1-yl)methyl)piperidine-1-carbonyl)phenyl)-3-methyl-2,8-diazaspiro[4.5]decan-2-yl)benzonitrile